C(C)(C)(C)[Si](C)(C)OC1(CC1)C1=CC=C(C=C1)C(C)Cl Tert-butyl-(1-(4-(1-chloroethyl)phenyl)cyclopropyloxy)dimethylsilane